Rac-(2R,3S)-3-methyl-2-oxiranecarboxylic acid C[C@H]1[C@@H](O1)C(=O)O |r|